N-{4-[2-(2,4-dichloro-6-methylphenyl)acetamido]pyridin-2-yl}-N-(3,4-difluorophenyl)acetamide ClC1=C(C(=CC(=C1)Cl)C)CC(=O)NC1=CC(=NC=C1)N(C(C)=O)C1=CC(=C(C=C1)F)F